CC1=C(C(=O)NC2(CC2)C2=CC(=NC3=CC=CC=C23)C=2C=NN(C2)C)C=C(C=C1)N1C[C@@H]2N([C@H](C1)C2)C 2-methyl-N-(1-(2-(1-methyl-1H-pyrazol-4-yl)quinolin-4-yl)cyclopropyl)-5-((1R,5S)-6-methyl-3,6-diazabicyclo[3.1.1]heptan-3-yl)benzamide